C(C)(=O)OCC#CC1=NC=C(C(=C1)C(NC=1SC(=NN1)OCC1=CC=C(C=C1)Cl)=O)C1=C(C=CC=C1)OC(F)F 3-[4-([5-[(4-chlorophenyl)methoxy]-1,3,4-thiadiazol-2-yl]carbamoyl)-5-[2-(difluoromethoxy)phenyl]pyridin-2-yl]prop-2-yn-1-yl acetate